2,7-dibromo-9,9-bis(3'-(N,N-dimethylamino)propyl)fluorene BrC1=CC=2C(C3=CC(=CC=C3C2C=C1)Br)(CCCN(C)C)CCCN(C)C